(3S,4S)-3-amino-4-(2-methoxyethoxy)pyrrolidin N[C@H]1CNC[C@@H]1OCCOC